(S)-3-(5-(1,3-dioxolan-2-yl)pyridin-3-yl)-3-(5-(2-(5,6,7,8-tetrahydro-1,8-naphthyridin-2-yl)ethoxy)-1H-indazol-1-yl)propanoic acid O1C(OCC1)C=1C=C(C=NC1)[C@H](CC(=O)O)N1N=CC2=CC(=CC=C12)OCCC1=NC=2NCCCC2C=C1